2-azaspiro[4.5]decane-7-carboxylic acid C1NCCC12CC(CCC2)C(=O)O